FC1=CC=C2C(=NC(=NC2=C1OC)N)C=1N=NN(C1)CC1=NN(C=C1)C(C)C 7-fluoro-8-methoxy-4-(1-{[1-(propan-2-yl)-1H-pyrazol-3-yl]methyl}-1H-1,2,3-triazol-4-yl)quinazolin-2-amine